BrC=1C=2C3=C(N(C2C(=C(C1)Cl)Cl)COCC[Si](C)(C)C)CCNC(C3)=O 10-bromo-7,8-dichloro-6-((2-(trimethylsilyl)ethoxy)methyl)-3,4,5,6-tetrahydroazepino[4,5-b]indol-2(1H)-one